tert-butyl (3r,4r)-4-(((7-((tert-butoxycarbonyl) (4-(pyridin-2-yl) benzyl) amino)-3-ethylpyrazolo[1,5-a]pyrimidin-5-yl) amino) methyl)-3-hydroxypiperidine-1-carboxylate C(C)(C)(C)OC(=O)N(C1=CC(=NC=2N1N=CC2CC)NC[C@@H]2[C@H](CN(CC2)C(=O)OC(C)(C)C)O)CC2=CC=C(C=C2)C2=NC=CC=C2